(E)-2-((tertbutyldimethylsilyl)oxy)-3-((2-(4-(5-(methylamino)pyrazin-2-yl)but-1-en-3-yn-1-yl)thiazolo[5,4-b]pyridin-5-yl)oxy)propyl 4-methylbenzenesulfonate CC1=CC=C(C=C1)S(=O)(=O)OCC(COC1=CC=C2C(=N1)SC(=N2)\C=C\C#CC2=NC=C(N=C2)NC)O[Si](C)(C)C(C)(C)C